C(C(O)CC(=O)[O-])(=O)[O-] DL-Malat